C(#N)[C@@]1(COCC2=CC=C(C=C12)C(=O)NCC1=NC=C2C=CC(=NC2=C1)N1N=CC(=C1)F)C (R)-4-cyano-N-((2-(4-fluoro-1H-pyrazol-1-yl)-1,6-naphthyridin-7-yl)methyl)-4-methyl-isochroman-6-carboxamide